C(#N)C1=C(C=CC(=C1)F)SC=1C=2N(C=C(C1)C=1C=NN(C1)[C@@H]1CNCCC1)N=CC2C#N (S)-4-((2-cyano-4-fluorophenyl)thio)-6-(1-(piperidin-3-yl)-1H-pyrazol-4-yl)pyrazolo[1,5-a]pyridine-3-carbonitrile